ethyltricyclo[5.2.1.02,6]decane-2-carboxylate C(C)OC(=O)C12C3CCC(C2CCC1)C3